C(C1=CC=CC=C1)N(C(=S)SSCCCCCCSSC(N(CC1=CC=CC=C1)CC1=CC=CC=C1)=S)CC1=CC=CC=C1 1,6-bis-(N,N-dibenzylthiocarbamoyldithio)hexane